FC1=CC=C(COC2=C(C(N(C(=C2)C)CC=2C=NC=CC2)=O)Br)C=C1 4-(4-fluorobenzyloxy)-3-bromo-6-methyl-1-((pyridin-3-yl)methyl)pyridin-2(1H)-one